N-[2-methoxy-5-(4,4,5,5-tetramethyl-1,3,2-dioxaborolan-2-yl)-3-pyridyl]methanesulfonamide COC1=NC=C(C=C1NS(=O)(=O)C)B1OC(C(O1)(C)C)(C)C